ethoxy-ethane C(C)OCC